CS(=O)(=O)C=1C=CC=C2C(=CNC12)C1=NC(=NC=C1C(F)(F)F)N[C@H]1C[C@@H](CNC1)NC(CC)=O |&1:24| N-[(3S,SR)-5-[[4-(7-methylsulfonyl-1H-indol-3-yl)-5-(trifluoromethyl)pyrimidin-2-yl]amino]-3-piperidyl]propanamide